6-((5-(3,4-difluorophenyl)pyridin-3-yl)oxy)-4-(((1s,4s)-4-hydroxycyclohexyl)oxy)picolinonitrile FC=1C=C(C=CC1F)C=1C=C(C=NC1)OC1=CC(=CC(=N1)C#N)OC1CCC(CC1)O